CC1([C@H]2CC=C([C@@H]1C2)C2=NN(C(C2)C2=CC=CC=C2)C2=CC=CC=C2)C 3-((1r,5s)-6,6-dimethylbicyclo[3.1.1]hept-2-en-2-yl)-1,5-diphenyl-4,5-dihydro-1H-pyrazole